N-{[4-(difluoromethoxy)phenyl]carbamoyl}-D-isovaline FC(OC1=CC=C(C=C1)NC(=O)N[C@](C)(CC)C(=O)O)F